1-(3-cyano-4-sec-butoxy-phenyl)-imidazole-4-carboxylic acid ethyl ester C(C)OC(=O)C=1N=CN(C1)C1=CC(=C(C=C1)OC(C)CC)C#N